ClCC\C=C/CCCCCCCCCC(OCCCCCCCC)OCCCCCCCC (3Z)-1-chloro-14,14-dioctyloxy-3-tetradecene